phenyl methoxy-valyl phosphate P(=O)(OC1=CC=CC=C1)(OC([C@@H](NOC)C(C)C)=O)[O-]